8-acetoxy-2-(benzylthio)-7,8-dihydro-1,6-naphthyridine-6(5H)-carboxylic acid tert-butyl ester C(C)(C)(C)OC(=O)N1CC=2C=CC(=NC2C(C1)OC(C)=O)SCC1=CC=CC=C1